C1(CC1)CCNC(=O)OCC=1C(=NOC1C1=CC=C(C(=N1)C)O[C@@H]1C[C@H](CCC1)C(=O)OCC)C (1S,3S)-Ethyl 3-((6-(4-((((2-cyclopropylethyl)carbamoyl)oxy)methyl)-3-methylisoxazol-5-yl)-2-methylpyridin-3-yl)oxy)cyclohexanecarboxylate